BrCCC1=CC=CC=C1 2-(2-bromoethyl)benzene